NC1=C(C=C(C=N1)C#CCNC(=O)NCCN1CCOCC1)OC(C)C1=C(C(=CC=C1Cl)F)Cl 1-(3-{6-amino-5-[1-(2,6-dichloro-3-fluoro-phenyl)-ethoxy]-pyridin-3-yl}-prop-2-ynyl)-3-(2-morpholin-4-yl-ethyl)-urea